N-(4-(4-amino-5-(3-((dimethylamino)methyl)-4-((6-methylpyridin-2-yl)oxy)phenyl)-7-methyl-7H-pyrrolo[2,3-d]pyrimidin-6-yl)phenyl)methacrylamide NC=1C2=C(N=CN1)N(C(=C2C2=CC(=C(C=C2)OC2=NC(=CC=C2)C)CN(C)C)C2=CC=C(C=C2)NC(C(=C)C)=O)C